FC(C(=O)O)(F)F.FC1=C(C=CC(=C1)F)S(=O)(=O)NC=1C(=NC=C(C1)C=1C=C2C(=C(C=NC2=CC1)F)N1CCNCC1)OC 2,4-Difluoro-N-(5-(3-fluoro-4-(piperazin-1-yl)quinolin-6-yl)-2-methoxypyridin-3-yl)benzenesulfonamide trifluoroacetate